CC1=CSC2=C1CN(CC2)C 3,5-dimethyl-4,5,6,7-tetrahydrothieno[3,2-c]pyridine